COC(=O)[C@H]1[C@H](C1)C(=O)O (1s,2r)-2-(methoxycarbonyl)cyclopropane-1-carboxylic acid